N-cyclohexyl-N-phenylacrylamide C1(CCCCC1)N(C(C=C)=O)C1=CC=CC=C1